N-benzoyl-(2r,3s)-3-phenylisoserine C(C1=CC=CC=C1)(=O)N[C@H]([C@@H](O)C(=O)O)C1=CC=CC=C1